ICC#CN(C(O)=O)CCCC.C(CCC)NC(OC#CCI)=O iodopropynyl butylcarbamate (iodopropynyl butyl carbamate)